(4-(4-(4-((5,5-dimethyl-5,6-dihydro-4H-1,3-Oxazin-2-yl)amino)-2,6-difluorophenoxy)-1-((2-(trimethylsilyl)ethoxy)methyl)-1H-pyrrolo[2,3-b]pyridin-3-yl)phenyl)dimethylphosphine oxide CC1(CN=C(OC1)NC1=CC(=C(OC2=C3C(=NC=C2)N(C=C3C3=CC=C(C=C3)P(C)(C)=O)COCC[Si](C)(C)C)C(=C1)F)F)C